6-morpholino-3,3-bis(3-fluoro-4-methoxyphenyl)-3H-benzo(f)chromene O1CCN(CC1)C=1C2=C(C=3C=CC(OC3C1)(C1=CC(=C(C=C1)OC)F)C1=CC(=C(C=C1)OC)F)C=CC=C2